N-((1r,3r)-3-(3-chloro-4-cyanophenoxy)-2,2,4,4-tetramethylcyclobutyl)-6-(4-((2-(2,6-dioxopiperidin-3-yl)-7-fluoro-1-oxoisoindolin-5-yl)methyl)piperazin-1-yl)pyridazine-3-carboxamide ClC=1C=C(OC2C(C(C2(C)C)NC(=O)C=2N=NC(=CC2)N2CCN(CC2)CC=2C=C3CN(C(C3=C(C2)F)=O)C2C(NC(CC2)=O)=O)(C)C)C=CC1C#N